3-fluoro-4-(4-(4-(4,4,5,5-tetramethyl-1,3,2-dioxaborolan-2-yl)phenyl)piperazin-1-yl)benzonitrile FC=1C=C(C#N)C=CC1N1CCN(CC1)C1=CC=C(C=C1)B1OC(C(O1)(C)C)(C)C